4-morpholino-1,2-naphthoquinone O1CCN(CC1)C1=CC(C(C2=CC=CC=C12)=O)=O